CC1=C(C(OC2=CC=C(C=C12)OC1OCCCC1)C1=CC=C(C=C1)C#CCO)C1=CC(=CC=C1)OC1OCCCC1 3-(4-{4-methyl-6-(tetrahydropyran-2-yloxy)-3-[3-(tetrahydropyran-2-yloxy)phenyl]-2H-chromen-2-yl}phenyl)prop-2-yn-1-ol